[Cl-].C(C)(C)N(P(OCCC#N)[O-])C(C)C 2-cyanoethyl N,N-diisopropylphosphoramidite chloride